N-Boc-p-amidinophenol C(=O)(OC(C)(C)C)NC(=N)C1=CC=C(C=C1)O